ethyl (S)-3-amino-3-(3'-methoxy-6-(trifluoromethoxy)biphenyl-3-yl)propanoate N[C@@H](CC(=O)OCC)C=1C=C(C(=CC1)OC(F)(F)F)C1=CC(=CC=C1)OC